O(O)O.[Mn].[Fe] Iron manganese oxyhydroxide